racemic-5-((1S,2S)-2-(6-(2,4-dimethoxypyrimidin-5-yl)imidazo[1,2-b]pyridazin-8-yl)cyclopropyl)-3-(trifluoromethyl)benzo[d]isoxazole COC1=NC=C(C(=N1)OC)C=1C=C(C=2N(N1)C=CN2)[C@@H]2[C@H](C2)C=2C=CC1=C(C(=NO1)C(F)(F)F)C2 |r|